FC1=C(CN2CCN(C3=C(C2=O)C=CC=N3)C)C=CC(=C1)O[C@@H](CCNC)C=1SC=CC1 (S)-4-(2-fluoro-4-(3-(methylamino)-1-(thiophen-2-yl)propoxy)benzyl)-1-methyl-1,2,3,4-tetrahydro-5H-pyrido[2,3-e][1,4]diazepin-5-one